N-(2-(3-chloro-4-((3-(4-methoxy-3-(pentyloxy)phenyl)-2-oxotetrahydropyrimidin-1(2H)-yl)methyl)-1H-pyrrolo[2,3-b]pyridin-1-yl)ethyl)propane-2-sulfonamide ClC1=CN(C2=NC=CC(=C21)CN2C(N(CCC2)C2=CC(=C(C=C2)OC)OCCCCC)=O)CCNS(=O)(=O)C(C)C